NCCOC12CC3(CC(CC(C1)(C3)C)(C2)C)CN2N=CC(=C2C)C=2C(=NC(=CC2)N2CC3=C(C=CC=C3CC2)C(NC=2SC3=C(N2)C=CC=C3)=O)C(=O)O 3-(1-((3-(2-aminoethoxy)-5,7-dimethyladamantan-1-yl)methyl)-5-methyl-1H-pyrazol-4-yl)-6-(8-(benzo[d]thiazol-2-ylcarbamoyl)-3,4-dihydroisoquinolin-2(1H)-yl)picolinic acid